FC=1C(=NC(=C(C1)N1C[C@@H]([C@@H](CC1)N1CCNCC1)F)C)C1C(NC(CC1)=O)=O 3-(3-fluoro-5-((3S,4R)-3-fluoro-4-(piperazin-1-yl)piperidin-1-yl)-6-methylpyridin-2-yl)piperidine-2,6-dione